N-(4-Chlorophenyl)-2-(3-tosylureido)benzenesulfonamide ClC1=CC=C(C=C1)NS(=O)(=O)C1=C(C=CC=C1)NC(=O)NS(=O)(=O)C1=CC=C(C)C=C1